hydroxy-cinnamic acid OC(C(=O)O)=CC1=CC=CC=C1